perfluorooctyl-phosphonic acid FC(C(C(C(C(C(C(C(F)(F)F)(F)F)(F)F)(F)F)(F)F)(F)F)(F)F)(P(O)(O)=O)F